S1C(=CC=C1)C=1NCCOC1 5-(thiophen-2-yl)-3,4-dihydro-2H-1,4-oxazine